C(C)C12COCN2COC1 5-Ethyl-1-aza-3,7-dioxabicyclo(3.3.0)octane